CC1C(CC(CC1)C(=C)C)=O 2-methyl-5-(1-methylvinyl)cyclohexanone